2-[4-(phenylmethyloxy)-3-methoxyphenyl]-N-[6-(3-hydroxyphenyl)pyridin-2-yl]acetamide hydrochloride Cl.C1(=CC=CC=C1)COC1=C(C=C(C=C1)CC(=O)NC1=NC(=CC=C1)C1=CC(=CC=C1)O)OC